C(=C)S(=O)(=O)NCCCC1=C(C(=O)N)C=CC(=C1)C=O 3-[(ethenesulfonyl)amino]propyl-4-formylbenzamide